Phenyl-carboxylic acid C1(=CC=CC=C1)C(=O)O